2-(2-isopropylphenyl)-7-methyl-9-(4-(6-morpholinopyrimidin-4-yl)benzyl)-7,9-dihydro-8H-purin-8-one C(C)(C)C1=C(C=CC=C1)C1=NC=C2N(C(N(C2=N1)CC1=CC=C(C=C1)C1=NC=NC(=C1)N1CCOCC1)=O)C